FC1=C(C=CC=C1F)NC(=O)C1(C(N(CC1)C)=O)[Se]C1=CC=CC=C1 N-(2,3-difluorophenyl)-1-methyl-2-oxo-3-(phenylselanyl)pyrrolidine-3-carboxamide